NC=1C=C(C(=O)NC)C=CC1OC1CC(C1)O 3-amino-4-(3-hydroxycyclobutoxy)-N-methylbenzamide